CC1=C(C=C(C=C1)OCCCCCCCC)C1=CC(=NC=C1)N 4-(2-methyl-5-(octyloxy)phenyl)pyridin-2-amine